tert-butyl 2-(2-cyclopropyl-3-(tetrahydro-2H-pyran-4-yloxy)phenyl)-2-(3-(5-(5,6,7,8-tetrahydro-1,8-naphthyridin-2-yl)pentyloxy)azetidin-1-yl)acetate C1(CC1)C1=C(C=CC=C1OC1CCOCC1)C(C(=O)OC(C)(C)C)N1CC(C1)OCCCCCC1=NC=2NCCCC2C=C1